C(C)(CC)(C=1C(=C(C=CC1)O)C)C=1C(=C(C=CC1)O)C sec-butylidene-bis(2-methylphenol)